O1C(CC1)CN1C=NC2=C1C=C(C=C2)C(=O)NCS(=O)(=O)N 1-(oxetan-2-ylmethyl)-1H-benzo[d]imidazole-6-amidomethylsulfonamide